(Z)-3-hexadecenoic acid ethyl ester C(C)OC(C\C=C/CCCCCCCCCCCC)=O